(R)-2-[(benzyloxy)carbonylamino]-2,4-dimethylpent-4-enoic acid C(C1=CC=CC=C1)OC(=O)N[C@@](C(=O)O)(CC(=C)C)C